9-(2-naphthyl)-9'-phenyl-9H,9'H-3,3'-bi-carbazole C1=C(C=CC2=CC=CC=C12)N1C2=CC=CC=C2C=2C=C(C=CC12)C=1C=CC=2N(C3=CC=CC=C3C2C1)C1=CC=CC=C1